CC=1C(N=C(N([C@H]2[C@H](O)[C@H](O)[C@@H](CO)O2)C1)N)=O 5-methyl-Isocytidine